4-[3-(methoxymethoxy)-5-methyl-2-pyridyl]-N-[(3R)-1-methyl-3-piperidyl]phthalazin-1-amine COCOC=1C(=NC=C(C1)C)C1=NN=C(C2=CC=CC=C12)N[C@H]1CN(CCC1)C